2-(4-(2-(2,6-dimethylpyridin-4-yl)-3-isopropyl-1H-indol-5-yl)piperidin-1-yl)-N-(3-hydroxypropyl)-N-methylacetamide CC1=NC(=CC(=C1)C=1NC2=CC=C(C=C2C1C(C)C)C1CCN(CC1)CC(=O)N(C)CCCO)C